CC=1C=C(C2=C(N=C(S2)NC(=O)C2CCN(CC2)S(=O)(=O)C2=CC=C(C=C2)F)C1)C N-(5,7-Dimethylbenzo[d]thiazol-2-yl)-1-((4-fluorophenyl)sulfonyl)piperidine-4-carboxamide